ClC1=C2C=3C(=NC=NC3C=C1C1=C(C(=CC(=N1)N(CC1=CC=C(C=C1)OC)CC1=CC=C(C=C1)OC)C)C(F)(F)F)NCCO2 6-(8-chloro-5,6-dihydro-4H-[1,4]oxazepino[5,6,7-de]quinazolin-9-yl)-N,N-bis(4-methoxybenzyl)-4-methyl-5-(trifluoromethyl)pyridin-2-amine